N-(4-((6-(2-fluoropropan-2-yl)pyridin-2-yl)amino)-5-(5-fluoropyrimidin-2-yl)pyridin-2-yl)acetamide FC(C)(C)C1=CC=CC(=N1)NC1=CC(=NC=C1C1=NC=C(C=N1)F)NC(C)=O